C[Si](CN)(C)N([Si](C)(C)C)[Si](C)(C)CN Bis(dimethyl-aminomethyl-silyl)(trimethyl-silyl)amine